FC=1C=CC=C2C=C(NC12)C(=O)N[C@H](C(=O)N[C@@H](C[C@H]1C(NCC1)=O)C(CO)=O)CC(C)(C)F 7-fluoro-N-[(2S)-4-fluoro-1-({(2S)-4-hydroxy-3-oxo-1-[(3S)-2-oxopyrrolidin-3-yl]butan-2-yl}amino)-4-methyl-1-oxopentan-2-yl]-1H-indole-2-carboxamide